1,2-dihydroxy-3,5-cyclohexadiene-1,4-dicarboxylic acid OC1(C(C=C(C=C1)C(=O)O)O)C(=O)O